COC(C(CCCCOC1OCCCC1)C1=C(C(=C(C=C1)F)F)F)=O 6-Tetrahydropyran-2-yloxy-2-(2,3,4-trifluorophenyl)hexanoic acid methyl ester